Methyl 7-bromo-2-((1s,4s)-4-hydroxycyclohexyl)-8-(naphthalen-1-ylmethyl)-6-oxo-9-(3-(trifluoromethyl)phenyl)-3,4-dihydro-2H,6H-pyrido[1,2-e][1,2,5]thiadiazine-4-carboxylate 1,1-dioxide BrC1=C(C(=C2N(C(CN(S2(=O)=O)C2CCC(CC2)O)C(=O)OC)C1=O)C1=CC(=CC=C1)C(F)(F)F)CC1=CC=CC2=CC=CC=C12